NC1=CC(=C(OC2=CC=C(C(=O)NCC(C)(C)C)C=C2)C=C1)C 4-(4-amino-2-methylphenoxy)-N-(2,2-dimethylpropyl)benzamide